3-diphenylamino-6-(2-pyridyl)phenyldiphenylboron C1(=CC=CC=C1)N(C=1C=C(C(=CC1)C1=NC=CC=C1)B(C1=CC=CC=C1)C1=CC=CC=C1)C1=CC=CC=C1